fluoroarsenic acid [As](O)(O)(=O)F